N-(4-tert-butylphenyl)-4,4,7,7-tetramethyl-4,5,6,7-tetrahydrobenzofuran-2-amine C(C)(C)(C)C1=CC=C(C=C1)NC=1OC2=C(C1)C(CCC2(C)C)(C)C